FC1=CC(=C2CN(C(C2=C1)=O)C1C(NC(CC1)=O)=O)SCCCCCCCCN1CCOCC1 3-(6-fluoro-4-((8-morpholinooctyl)thio)-1-oxoisoindolin-2-yl)piperidine-2,6-dione